N,N-DIDECYL-8-(((1S,4S)-4-HYDROXYCYCLOHEXYL)(8-(NONADECAN-10-YLAMINO)-8-OXOOCTYL)AMINO)OCTANAMIDE C(CCCCCCCCC)N(C(CCCCCCCN(CCCCCCCC(=O)NC(CCCCCCCCC)CCCCCCCCC)C1CCC(CC1)O)=O)CCCCCCCCCC